[4-chloro-8-[(4-methylpiperazin-1-yl)methyl]-5-(2,2,2-trifluoroethyl)pyrimido[5,4-b]indol-2-yl]methanamine hydrochloride Cl.ClC1=NC(=NC2=C1N(C=1C=CC(=CC21)CN2CCN(CC2)C)CC(F)(F)F)CN